F[C@H]1CN(CC[C@H]1NC1=CC(=CC=2N1N=C(C2C=C)C#CCNC2=C(C=C(C=C2)C)OC)N)C N7-((3S,4R)-3-fluoro-1-methylpiperidin-4-yl)-2-(3-((2-methoxy-4-methylphenyl)amino)prop-1-yn-1-yl)-3-vinylpyrazolo[1,5-a]pyridine-5,7-diamine